C(C=C)(=O)N1CC2(C1)CN(CC2)C2=NC=NC(=C2C#N)C2=C(C=CC=C2O)F 4-(2-acryloyl-2,6-diazaspiro[3.4]octan-6-yl)-6-(2-fluoro-6-hydroxyphenyl)pyrimidine-5-carbonitrile